FC(COC[C@@H]1CC=2C(C=3N(C1)N=C1C3CN(CC1)C(=O)NC1=CC(=C(C=C1)F)C(F)(F)F)=NOC2)F |o1:5| (5R*)-5-((2,2-Difluoroethoxy)methyl)-N-(4-fluoro-3-(trifluoromethyl)phenyl)-5,6,9,10-tetrahydro-4H-isoxazolo[3,4-c]pyrido[4',3':3,4]pyrazolo[1,5-a]azepine-11(12H)-carboxamide